2-pentyl-3-methyl-2-cyclopenten-1-one C(CCCC)C=1C(CCC1C)=O